1-(2-((6-(3-((3-ethoxypyridin-2-yl)oxy)phenyl)pyrazin-2-yl)amino)pyrimidin-4-yl)piperidine-3-carboxylic acid C(C)OC=1C(=NC=CC1)OC=1C=C(C=CC1)C1=CN=CC(=N1)NC1=NC=CC(=N1)N1CC(CCC1)C(=O)O